2,6-octadien-1-ol C(C=CCCC=CC)O